N-(3,4-dihydroisoquinolin-5-yl)-2-methoxyacetamide C1=NCCC2=C(C=CC=C12)NC(COC)=O